2-bromo-4-fluoro-6-trifluoromethyl-phenylamine BrC1=C(C(=CC(=C1)F)C(F)(F)F)N